O1C(COCC1)COC1=NC(N2C(C3=CC=C(C=C3CC2)C#CC(C(C)C)O)=C1)=O 2-([1,4]Dioxan-2-ylmethoxy)-9-(3-hydroxy-4-methyl-pent-1-ynyl)-6,7-dihydro-pyrimido[6,1-a]isoquinolin-4-one